N-(2,4-dimethoxybenzyl)-2,4,6-trifluoro-N-(pyridin-2-yl)benzenesulfonamide COC1=C(CN(S(=O)(=O)C2=C(C=C(C=C2F)F)F)C2=NC=CC=C2)C=CC(=C1)OC